NC1=CC=CC(=N1)S(=O)(=O)NC(=O)C=1C(=NC(=CC1)C1=CC=C(C=C1)C(C)C)N1[C@H](CC[C@H]1C)C N-[(6-Amino-2-pyridyl)sulfonyl]-2-[(2S,5R)-2,5-dimethylpyrrolidin-1-yl]-6-(4-isopropylphenyl)pyridin-3-carboxamid